3-[5-[chloro(difluoro)methyl]-1,2,4-oxadiazol-3-yl]-6-(2-phenylphenyl)-7H-pyrrolo[3,4-b]pyridin-5-one ClC(C1=NC(=NO1)C=1C=C2C(=NC1)CN(C2=O)C2=C(C=CC=C2)C2=CC=CC=C2)(F)F